3-(3-amino-4-methoxybenzo[d]isoxazol-6-yl)phenol NC1=NOC2=C1C(=CC(=C2)C=2C=C(C=CC2)O)OC